4-(2-Methoxy-3-(1-methyl-1H-1,2,4-triazol-3-yl)phenylamino)-2-(1-(1,3,5-trimethyl-1H-pyrazol-4-yl)ethylamino)pyrimidine-5-carboxamide COC1=C(C=CC=C1C1=NN(C=N1)C)NC1=NC(=NC=C1C(=O)N)NC(C)C=1C(=NN(C1C)C)C